C(C)OC(C(C#CC=1C(=NC=C(C1)Br)N)(C)O)=O 4-(2-amino-5-bromopyridin-3-yl)-2-hydroxy-2-methyl-but-3-ynoic acid ethyl ester